N1=CC=CC2=C3C(=CC=CC3=CC=C12)O azaphenanthren-5-ol